CCCCCCCCCCCC(=O)O[C@H](COC(=O)CCC/C=C\C/C=C\C/C=C\C/C=C\CCCCC)COP(=O)(O)OC[C@@H](C(=O)O)N 1-(5Z,8Z,11Z,14Z-eicosatetraenoyl)-2-dodecanoyl-glycero-3-phosphoserine